OCC(C)(C)N1N=C(C=C1)S(=O)(=O)N(CC1=CC=C(C=C1)OC)CC1=CC=C(C=C1)OC 1-(1-hydroxy-2-methylpropan-2-yl)-N,N-bis(4-methoxybenzyl)-1H-pyrazole-3-sulphonamide